6-[1-(2,2-difluoroethyl)pyrazol-4-yl]-2-methyl-3-[rel-(4R)-8-methoxy-4-methyl-1-oxo-3,4-dihydro-2H-isoquinolin-6-yl]indazole-4-carbonitrile FC(CN1N=CC(=C1)C=1C=C(C2=C(N(N=C2C1)C)C=1C=C2[C@H](CNC(C2=C(C1)OC)=O)C)C#N)F |o1:21|